2-amino-5-bromo-1H-pyrrolo[3,2-b]pyridine-3-carbonitrile NC1=C(C2=NC(=CC=C2N1)Br)C#N